6-bromo-3-(4-hydroxyphenyl)-2-methyl-quinazolin-4(3H)-one BrC=1C=C2C(N(C(=NC2=CC1)C)C1=CC=C(C=C1)O)=O